biphenyl-4-yl-{4-(naphthalen-2-yl)-phenyl}-phenylamine C1(=CC=C(C=C1)N(C1=CC=CC=C1)C1=CC=C(C=C1)C1=CC2=CC=CC=C2C=C1)C1=CC=CC=C1